FC1=C2C=CN(C2=C(C=C1)C(=O)NC1CC2(CCC2)C1)CC1=CC2=CC=C(C=C2C=C1)OC (Ra)-6-(4-Fluoro-1-((6-methoxynaphthalin-2-yl)methyl)-1H-indol-7-carboxamido)spiro-[3.3]heptan